9-bromo-2,3,4,5-tetrahydro-1H-[1,4]diazepino[1,7-a]indole hydrochloride Cl.BrC1=CC=2C=C3N(C2C=C1)CCNCC3